COCCN1C=NC2=CC=C(C=C2C1=O)NC(NC=1C=C(CN(C(C)=O)C)C=CC1)=O N-(3-(3-(3-(2-methoxyethyl)-4-oxo-3,4-dihydroquinazolin-6-yl)ureido)benzyl)-N-methylacetamide